C(O[C@@H]1C2(CCC(C1)(CC2)NC(COC2=CC(=C(C=C2)Cl)F)=O)NC(COC2=CC(=C(C=C2)Cl)F)=O)(OCC)=O (2S)-1,4-bis[2-(4-chloro-3-fluorophenoxy)acetamido]bicyclo[2.2.2]octan-2-yl Ethyl Carbonate